C(C)[C@@H]1N(C[C@H](N(C1)C(C)C=1C=C2N=C(C=NC2=CC1)C)CC)C=1C=2N=C(N(C2N(C(N1)=O)C)C)CO 6-((2S,5R)-2,5-diethyl-4-(1-(3-methylquinoxalin-6-yl)ethyl)piperazin-1-yl)-8-(hydroxymethyl)-3,9-dimethyl-3,9-dihydro-2H-purin-2-one